N-(cyclobutylmethyl)-9H-fluorene-9-imine C1(CCC1)CN=C1C2=CC=CC=C2C=2C=CC=CC12